FC(C=1C=C(C=C(C1)C(F)(F)F)O)(F)F 3,5-di-trifluoromethyl-phenol